benzyl (R)-2-chloro-4-(3-methyl-3-((trimethylsilyl)oxy)piperidin-1-yl)-5,7-dihydro-6H-pyrrolo[3,4-d]pyrimidine-6-carboxylate ClC=1N=C(C2=C(N1)CN(C2)C(=O)OCC2=CC=CC=C2)N2C[C@@](CCC2)(O[Si](C)(C)C)C